Methyl (2S,3S,4S,5R,6R)-3,4,5-triacetoxy-6-[2-[(6,8-dimethyl-2-oxo-1H-quinolin-3-yl)methyl-[(2-isopropylphenyl)carbamoyl]amino]ethoxy]tetrahydropyran-2-carboxylate C(C)(=O)O[C@@H]1[C@H](O[C@H]([C@@H]([C@H]1OC(C)=O)OC(C)=O)OCCN(C(NC1=C(C=CC=C1)C(C)C)=O)CC=1C(NC2=C(C=C(C=C2C1)C)C)=O)C(=O)OC